C(C)(=O)NC=1C=C2C=CN(C2=CC1)C(=O)NCC1=CC=C(C=C1)S(=O)(=O)N1CCCCC1 5-acetamido-N-(4-(piperidin-1-ylsulfonyl)benzyl)-1H-indole-1-carboxamide